4,4-dimethyl-2-[[4-(5-(trifluoromethyl)-1,2,4-oxadiazol-3-yl)phenyl]-methyl]isoxazolidin-3-one CC1(C(N(OC1)CC1=CC=C(C=C1)C1=NOC(=N1)C(F)(F)F)=O)C